C1(CC1)NC(=O)C=1C=C(COC2=NSC(=C2)NC(=O)NCCCN2CCN(CC2)C)C=CC1 3-((3-(cyclopropylcarbamoyl)benzyl)oxy)-5-(3-(3-(4-methylpiperazin-1-yl)propyl)ureido)isothiazole